9-Fluoro-fluorene-9-carboxylic acid FC1(C2=CC=CC=C2C=2C=CC=CC12)C(=O)O